1-[4-(4-{3-[(2R)-2-methyl-pyrrolidin-1-yl]-propoxy}-phenoxy)-piperidin-1-yl]-ethanone sulfate S(=O)(=O)(O)O.C[C@H]1N(CCC1)CCCOC1=CC=C(OC2CCN(CC2)C(C)=O)C=C1